Benzene-propanoic acid C1(=CC=CC=C1)CCC(=O)O